N-(4-bromopyridin-2-yl)-2-{4-methyl-4,7-diazaspiro[2.5]octan-7-yl}acetamide BrC1=CC(=NC=C1)NC(CN1CCN(C2(CC2)C1)C)=O